4-(3-(hydroxymethyl)piperidin-1-yl)-7H-pyrrolo[2,3-d]pyrimidin-5-yl-methanone OCC1CN(CCC1)C=1C2=C(N=CN1)NC=C2C=O